2-(3-isopropoxy-5-methoxyphenyl)-6-(4,4,5,5-tetramethyl-1,3,2-dioxaborolan-2-yl)pyridazin-3(2H)-one C(C)(C)OC=1C=C(C=C(C1)OC)N1N=C(C=CC1=O)B1OC(C(O1)(C)C)(C)C